N-(4'-trifluoromethyl-4-((methylamino)methyl)-[1,1'-biphenyl]-2-yl)benzenesulfonamide FC(C1=CC=C(C=C1)C1=C(C=C(C=C1)CNC)NS(=O)(=O)C1=CC=CC=C1)(F)F